FC1=CC(=CC(=N1)N1CC2=C(N=C(N=C2)N2N=CC=C2)CC1)OC 6-(6-fluoro-4-methoxy-2-pyridyl)-2-pyrazol-1-yl-7,8-dihydro-5H-pyrido[4,3-d]pyrimidine